2-ethoxy-4-(4-methyl-4H-1,2,4-triazol-3-yl)aniline C(C)OC1=C(N)C=CC(=C1)C1=NN=CN1C